COC1=CC=C(C=C1)[C@H]1[C@@H](C(N[C@H]1C)=O)C(=O)O |o1:8,9,12| (3S*,4R*,5S*)-4-(4-methoxyphenyl)-5-methyl-2-oxopyrrolidine-3-carboxylic acid